1-chloro-4-(1,1-difluoroallyl)-2-methoxybenzene ClC1=C(C=C(C=C1)C(C=C)(F)F)OC